N-((S)-3-amino-4-cyclohexyl-2-oxobutyl)-4-nitro-N-(((S)-tetrahydrofuran-2-yl)methyl)benzenesulfonamide N[C@H](C(CN(S(=O)(=O)C1=CC=C(C=C1)[N+](=O)[O-])C[C@H]1OCCC1)=O)CC1CCCCC1